7-(4-(trifluoromethoxy)phenyl)-5-vinyl-2,3-dihydrobenzofuran-4-carbonitrile FC(OC1=CC=C(C=C1)C=1C=C(C(=C2CCOC21)C#N)C=C)(F)F